tert-Butyl 3-[3-chloro-5-(1-chloroethyl)-6-ethoxy-2-fluorophenyl]azetidine-1-carboxylate ClC=1C(=C(C(=C(C1)C(C)Cl)OCC)C1CN(C1)C(=O)OC(C)(C)C)F